[Na+].N1=C(C=NC=C1)CN1C=NC(=C1)C(=O)[O-] 1-(Pyrazin-2-ylmethyl)-1H-imidazole-4-carboxylic acid, sodium salt